ClC=1CN(C(=CC1OCC1=NC=C(C=C1F)F)C)C1=CC(=NC=C1C)N1CC(=CC=C1)C(C)(C)O 3''-chloro-4''-((3,5-difluoropyridine-2-yl)methoxy)-3-(2-hydroxypropane-2-yl)-5',6''-dimethyl-2H,2''H-[1,2':4',1''-terpyridine]